ethylenediamine-di(o-hydroxyphenylacetic acid) C1=CC=C(C(=C1)C(C(=O)O)NCCNC(C2=CC=CC=C2O)C(=O)O)O